ClC1=CC(=C(OCC2=NC=CC(=C2)[C@@H]2CN(CC2)CC2=NC3=C(N2CC2(CC2)CC#N)C=C(C=C3F)C(=O)O)C=C1)F 2-{[(3R)-3-{2-[(4-chloro-2-fluorophenoxy)methyl]pyridin-4-yl}pyrrolidin-1-yl]methyl}-1-{[1-(cyanomethyl)cyclopropyl]methyl}-4-fluoro-1H-1,3-benzodiazole-6-carboxylic acid